tert-butyl-dimethyl-(2-propynyloxy)silane dioctyl-phosphate octadecyl-amine salt C(CCCCCCCCCCCCCCCCC)N.C(CCCCCCC)OP(=O)(OCCCCCCCC)O.C(C)(C)(C)[Si](OCC#C)(C)C